ClC1=C(NC2=C(NC3=C2C(NCC3)=O)C3=C(C=NC=C3)OC[C@H]3N(CCC3)C)C=CC=C1Cl 3-(2,3-dichloroanilino)-2-(3-{[(2S)-1-methylpyrrolidin-2-yl]methoxy}pyridin-4-yl)-1,5,6,7-tetrahydro-4H-pyrrolo[3,2-c]pyridin-4-one